(2S,5S)-9-(aminomethyl)-5-(((tert-butyldiphenylsilyl)oxy)methyl)-2-isopropyl-1-methyl-1,4,5,6-tetrahydrobenzo[e][1,4]diazocin-3(2H)-one NCC=1C=CC2=C(N([C@H](C(N[C@@H](C2)CO[Si](C2=CC=CC=C2)(C2=CC=CC=C2)C(C)(C)C)=O)C(C)C)C)C1